mercaptohexyl-triethoxysilane SCCCCCC[Si](OCC)(OCC)OCC